C(C)C1=C2C=C(N=CC2=C(C=C1)N1[C@@H]([C@H](C1)CS(=O)(=O)C)C)NC1=NC(=NC=C1)N1C[C@]([C@@H](CC1)O)(C)F (3S,4R)-1-[4-({5-ethyl-8-[(2R,3S)-3-(methanesulfonyl-methyl)-2-methylazetidin-1-yl]isoquinolin-3-yl}amino)pyrimidin-2-yl]-3-fluoro-3-methylpiperidin-4-ol